ClC=1N=C(C2=C(N1)NC(C=C2)=O)OC 2-chloro-4-methoxy-8H-pyrido[2,3-d]pyrimidin-7-one